O=C1N(C2=C(OC1)C=CC=C2)CC(=O)O 2-(3-oxo-2,3-dihydro-4H-benzo[b][1,4]oxazin-4-yl)acetic acid